(S)-(1-Fluorocyclopropyl)((S)-5H-imidazo[5,1-a]isoindol-5-yl)methanol FC1(CC1)[C@@H](O)[C@H]1N2C(C3=CC=CC=C13)=CN=C2